S1(=O)OCCOS(O1)=O ethylene disulfite